[Fe].[Cu].[Ag] silver-copper-iron